tributyltetradecylphosphonium hydrogensulfate S(=O)(=O)(O)[O-].C(CCC)[P+](CCCCCCCCCCCCCC)(CCCC)CCCC